2-hydroxy-2-methyl-4-acetyl-5-methyl-3-pyrrolidone OC1(NC(C(C1=O)C(C)=O)C)C